2-[[3-[[2-chloro-4-[[3-[3-(trifluoromethyl)-1H-pyrazol-4-yl]imidazo[1,2-a]pyrazin-8-yl]amino]benzoyl]amino]cyclobutyl]amino]ethyl-trimethyl-ammonium formate C(=O)[O-].ClC1=C(C(=O)NC2CC(C2)NCC[N+](C)(C)C)C=CC(=C1)NC=1C=2N(C=CN1)C(=CN2)C=2C(=NNC2)C(F)(F)F